C(#N)C[C@@H]1N(CCN(C1)C1=NC(=NC=2CN(CCCC21)C2=C(C=CC=C2C)F)OC[C@H]2N(CCC2)C)C(=O)OC(C)(C)C tert-butyl (2S)-2-(cyanomethyl)-4-[8-(2-fluoro-6-methyl-phenyl)-2-[[(2S)-1-methylpyrrolidin-2-yl]methoxy]-5,6,7,9-tetrahydropyrimido[4,5-c]azepin-4-yl]piperazine-1-carboxylate